C(C)(C)(C)NCCOCCOCCNC(C)(C)C 1,2-di(tert-butylaminoethoxy)ethane